C(C)(=O)N1CCN(CC1)C1CCN(CC1)C1=C(C=C(C(=C1)OC)NC1=NC=NC(=C1)N1OCC[C@@H]1C1=C(C(=C(C=C1)Cl)Cl)F)NC(C=C)=O N-(2-(4-(4-acetylpiperazine-1-yl)piperidine-1-yl)-5-((6-((R)-3-(3,4-dichloro-2-fluorophenyl)isoxazolidine-2-yl)pyrimidine-4-yl)amino)-4-methoxyphenyl)acrylamide